CN(C(CCCCCCCCCCC1C(C1)CCCCCCCC(=O)[O-])CCCCCC)C 8-{2-[11-(dimethylamino)heptadecyl]cyclopropyl}octanoate